cyclopropylhydrazine di-p-toluenesulfonate salt CC1=CC=C(C=C1)S(=O)(=O)O.CC1=CC=C(C=C1)S(=O)(=O)O.C1(CC1)NN